4-((5'S,7a'R)-5'-(3,5-difluorophenyl)-3'-oxo-tetrahydro-3'H-spiro[piperidine-4,2'-pyrrolo-[2,1-b]oxazole]-1-carbonyl)-2-methylbenzonitrile FC=1C=C(C=C(C1)F)[C@@H]1CC[C@H]2OC3(C(N21)=O)CCN(CC3)C(=O)C3=CC(=C(C#N)C=C3)C